ClC=1C=C(C#N)C=C(C1)N1C(N(C2(C1=O)CCN(CC2)CC2CCOCC2)CC)=O 3-chloro-5-(1-ethyl-2,4-dioxo-8-((tetrahydro-2H-pyran-4-yl)methyl)-1,3,8-triazaspiro[4.5]decan-3-yl)benzonitrile